FC1=CC=CC=2N1N=C(C2)[C@@H]2N(CCC1=C2N=CN1)C(=O)C=1OC(=NN1)C(C)C (R)-(4-(7-fluoropyrazolo[1,5-a]pyridin-2-yl)-6,7-dihydro-1H-imidazo[4,5-c]pyridin-5(4H)-yl)(5-isopropyl-1,3,4-oxadiazol-2-yl)methanone